FC1=CC=C(C=N1)C=1C(=C(C#N)C(=CC1)OCCOC)N1CCC(CC1)C1=NN=CN1C 3-(6-fluoropyridin-3-yl)-6-(2-methoxyethoxy)-2-(4-(4-methyl-4H-1,2,4-triazol-3-yl)piperidin-1-yl)benzonitrile